C(CC[NH3+])CC(=O)C(=O)[O-] The molecule is zwitterionic form of 6-amino-2-oxohexanoic acid arising from transfer of a proton from the carboxy to the amino group; major species at pH 7.3. It is a tautomer of a 6-amino-2-oxohexanoic acid.